N-(4-acetyl-2-chloropyridin-3-yl)-3-iodobenzamide C(C)(=O)C1=C(C(=NC=C1)Cl)NC(C1=CC(=CC=C1)I)=O